6-(4-(1-methyl-1H-pyrrol-2-yl)-2H-1,2,3-triazole-2-carbonyl)-L-lysine CN1C(=CC=C1)C1=NN(N=C1)C(=O)C(CCC[C@H](N)C(=O)O)N